N-(5-(1-methyl-1H-pyrazol-3-yl)-4-((6-(methylsulfonyl)imidazo[1,2-a]pyrazin-8-yl)amino)pyridin-2-yl)acetamide CN1N=C(C=C1)C=1C(=CC(=NC1)NC(C)=O)NC=1C=2N(C=C(N1)S(=O)(=O)C)C=CN2